N-((3R,5S)-5-((1H-1,2,3-triazol-1-yl)methyl)-1-cyanopyrrolidin-3-yl)-5-(3-cyclopropylphenyl)oxazole-2-carboxamide N1(N=NC=C1)C[C@@H]1C[C@H](CN1C#N)NC(=O)C=1OC(=CN1)C1=CC(=CC=C1)C1CC1